NC1=C2C(=NC=N1)N(N=C2C2=CC=C(C(=O)NC1=NC=CC(=C1)C)C=C2)CCCCCC(=O)NC2=C(C=CC=C2)N 4-(4-Amino-1-(6-((2-aminophenyl)amino)-6-oxohexyl)-1H-pyrazolo[3,4-d]pyrimidin-3-yl)-N-(4-methylpyridin-2-yl)benzamide